methylphenylthioglycolic acid CC(C(=O)O)(S)C1=CC=CC=C1